C[C@]12CC(C[C@](CC1)(N2)C)N(C=2SC=1N=C(N=CC1N2)C=2C=C(C=1N(C2)C=C(N1)C)F)C N-[(1R,3s,5S)-1,5-dimethyl-8-azabicyclo[3.2.1]oct-3-yl]-5-(8-fluoro-2-methylimidazo[1,2-a]pyridin-6-yl)-N-methyl-[1,3]thiazolo[5,4-d]pyrimidin-2-amine